C(C)(=O)OC1C(OC(C(C1OC(C)=O)OC(C)=O)C(=O)OC)OC(NC1=C(C=C(C=C1)CO[Si](C)(C)C(C)(C)C)OCCOCCN=[N+]=[N-])=O 2-(((2-(2-(2-azidoethoxy)ethoxy)-4-(((tert-butyldimethylsilyl)oxy)methyl)phenyl)carbamoyl)oxy)-6-(methoxycarbonyl)tetrahydro-2H-pyran-3,4,5-triyl triacetate